(2S)-N1-(1-(2-(Bicyclo[2.2.2]octan-2-ylamino)-2-oxoethyl)-2-oxo-1,2-dihydropyridin-3-yl)-N6-methyl-2-(3-methylbenzofuran-2-carboxamido)-5-oxohexandiamid C12C(CC(CC1)CC2)NC(CN2C(C(=CC=C2)NC([C@H](CCC(C(=O)NC)=O)NC(=O)C=2OC1=C(C2C)C=CC=C1)=O)=O)=O